6-iodo-8-methylquinolin-5-amine IC1=C(C=2C=CC=NC2C(=C1)C)N